C1N(C(CC12CCN(CC2)C(=O)OC(C)(C)C)C(=O)OCC)C(=O)OCC2=CC=CC=C2 2-benzyl 8-tert-butyl 3-ethyl 2,8-diazaspiro[4.5]decane-2,3,8-tricarboxylate